2-Amino-N-{1-[8-chloro-5-(3-hydroxy-3-methylpiperidin-1-yl)imidazo[1,5-a]pyridin-6-yl]ethyl}pyrazolo[1,5-a]pyrimidine-3-carboxamide NC1=NN2C(N=CC=C2)=C1C(=O)NC(C)C=1C=C(C=2N(C1N1CC(CCC1)(C)O)C=NC2)Cl